ClC=1C=C2CCCN(C2=CC1)C1CC(N(C1)C(=O)OC(C)(C)C)(C(=O)OC)C 1-tert-butyl 2-methyl 4-(6-chloro-3,4-dihydroquinolin-1(2H)-yl)-2-methylpyrrolidine-1,2-dicarboxylate